diamino disuccinate sodium salt [Na+].C(CCC(=O)[O-])(=O)ON.C(CCC(=O)[O-])(=O)ON.[Na+]